2-[4-(chloromethyl)phenyl]ethanol ClCC1=CC=C(C=C1)CCO